COCN1C(N(CC1)COC)=O 1,3-bis(methoxymethyl)-2-imidazolidinone